ClC=1C=C(C=CC1)C1CCN(CC1)CC1=C(C2=C(C=CC(=NO2)O)C=C1)O 8-((4-(3-chlorophenyl)piperidin-1-yl)methyl)-3,9-dihydroxybenzo[5,6]oxazepin